N1N=C(C2=CC=CC=C12)C1=NC(=NO1)C1(CC1)C1=C(C=CC=C1)C 5-(1H-indazol-3-yl)-3-[1-(o-tolyl)cyclopropyl]-1,2,4-oxadiazole